ClC1=C(C(=CC=C1)C=1C(=NN(C1)C1CCNCC1)C)C1=CC=C2C(N(C(NC2=C1)=O)C1=CN=CC2=CC=CC=C12)=O 7-[2-chloro-6-[3-methyl-1-(4-piperidinyl)pyrazol-4-yl]phenyl]-3-(4-isoquinolinyl)-1H-quinazoline-2,4-dione